OC=1C=C(C[C@H]([NH2]=O)C(=O)O)C=CC1O 3,4-dihydroxyphenylalanine oxide